1,5,5-tri-iso-propyl-1,3-cyclohexadiene C(C)(C)C1=CC=CC(C1)(C(C)C)C(C)C